FC(C1=C(N=NC(=C1)C1=C(C=CC(=C1)F)C(F)(F)F)NC1C[C@@H]2[C@@H](CN(C2)CC2CCOCC2)C1)F (3aR,5s,6aS)-N-(4-(difluoromethyl)-6-(5-fluoro-2-(trifluoromethyl)phenyl)pyridazin-3-yl)-2-((tetrahydro-2H-pyran-4-yl)methyl)octahydrocyclopenta[c]pyrrol-5-amine